5-ethynyl-1,3-dimethyl-2-pentylbenzene C(#C)C=1C=C(C(=C(C1)C)CCCCC)C